ClC1=NS(C2=C1CCCC2)(=O)=O 3-chloro-4,5,6,7-tetrahydro-1,2-benzothiazole 1,1-dioxide